tert-butyl (S)-3-(2-((tert-butyldiphenylsilyl)oxy)ethyl)-4-(6-fluoro-2-methoxy-3-methylquinoline-7-carbonyl)piperazine-1-carboxylate [Si](C1=CC=CC=C1)(C1=CC=CC=C1)(C(C)(C)C)OCC[C@H]1CN(CCN1C(=O)C1=C(C=C2C=C(C(=NC2=C1)OC)C)F)C(=O)OC(C)(C)C